C12(CC(C1)C2)N(NC(=O)OC(C)(C)C)C(=O)OC(C)(C)C Di-tert-butyl 1-(bicyclo[1.1.1]pentan-1-yl)hydrazine-1,2-dicarboxylate